ClC1=CC(=NC2=C(C(=CC=C12)C1=CC=NN1C1OCCCC1)F)N 4-Chloro-8-fluoro-7-(1-(tetrahydro-2H-pyran-2-yl)-1H-pyrazol-5-yl)quinolin-2-amine